tert-butyl (2S,6S)-4-[8-carbamoyl-2-(2-oxabicyclo[2.1.1]hexan-1-ylmethoxy)quinazolin-5-yl]-2,6-dimethyl-piperazine-1-carboxylate C(N)(=O)C=1C=CC(=C2C=NC(=NC12)OCC12OCC(C1)C2)N2C[C@@H](N([C@H](C2)C)C(=O)OC(C)(C)C)C